5-(4-((5-fluoro-2-methyl-3-oxo-4H-quinoxalin-6-yl)methyl-d2)piperazin-1-yl)-6-Methylpyridine-2-carboxamide FC1=C2NC(C(=NC2=CC=C1C(N1CCN(CC1)C=1C=CC(=NC1C)C(=O)N)([2H])[2H])C)=O